2,3,5,6-tetrachloro-cyclohexane-2,5-diene-1,4-dione ClC=1C(C(=C(C(C1Cl)=O)Cl)Cl)=O